N-[2-Chloro-4-[(6,7-dimethoxy-4-quinolinyl)oxy]phenyl]-N'-(5-methyl-3-isoxazolyl)urea ClC1=C(C=CC(=C1)OC1=CC=NC2=CC(=C(C=C12)OC)OC)NC(=O)NC1=NOC(=C1)C